[Li].COC=1C=C(\C=N\NC(C2=CC(=NC=C2)C2=CC=C(C=C2)OC(F)(F)F)=O)C=C(C1)OC (E)-N'-(3,5-dimethoxybenzylidene)-2-(4-(trifluoromethoxy)phenyl)isonicotinohydrazide lithium